C(C)[C@@H]1CNS(C2=C(O1)N=CC(=C2)C)(=O)=O (4R)-4-ethyl-8-methyl-3,4-dihydro-2H-pyrido[2,3-b][1,4,5]oxathiazepine 1,1-dioxide